1,4-cyclohexanedicarboxylic acid dianilide C1(CCC(CC1)C(=O)NC1=CC=CC=C1)C(=O)NC1=CC=CC=C1